The molecule is a crown ether that is cyclododecane in which the carbon atoms at positions 1, 4, 7 and 10 have been replaced by oxygen atoms. It is a crown ether and a saturated organic heteromonocyclic parent. C1COCCOCCOCCO1